8,8,11-Trimethyl-2-(2-oxopropyl)-5-pentyl-2-(p-tolyl)-8a,9,10,12a-tetrahydro-4H,8H-benzo[c][1,3]dioxino[4,5-f]chromen-4-on CC1(OC2=CC(=C3C(=C2C2C1CCC(=C2)C)OC(OC3=O)(C3=CC=C(C=C3)C)CC(C)=O)CCCCC)C